COC(COC1=C(C=CC(=C1)C[C@H]1COC2=C(C=C(C=C2C1=O)C)Br)F)=O.C(C=C)(=O)OCCC[Si](OCCC)(C)C 3-acryloxypropyl-dimethyl-monopropyl-oxysilane methyl-(S)-2-(5-((8-bromo-6-methyl-4-oxochroman-3-yl)methyl)-2-fluorophenoxy)acetate